2-oxo-2-[(2R,5S)-2-[2-[3-(dimethylamino)propyl]-1,3-benzothiazol-5-yl]-5-methyl-1-piperidyl]-N-(1-tetrahydropyran-2-ylpyrazolo[4,3-c]pyridin-7-yl)acetamide O=C(C(=O)NC=1C2=C(C=NC1)C=NN2C2OCCCC2)N2[C@H](CC[C@@H](C2)C)C=2C=CC1=C(N=C(S1)CCCN(C)C)C2